FC1=C(C#N)C(=CC(=C1)CC(C)C)N1CC(N(CC1)CC=1N=NC=CC1)C(C)C 2-fluoro-4-isobutyl-6-(3-isopropyl-4-(pyridazin-3-ylmethyl)piperazin-1-yl)benzonitrile